NCCOC1=C(C=C(C=C1)CNC(CCCCCCCCCCCCCCCCC)=O)OC N-[(4-(2-aminoethoxy)-3-methoxyphenyl)methyl]-9Z-octadecanoamide